8-(2-(fluoromethyl)phenyl)-9-(4-((1-(3-fluoropropyl)azetidin-3-ylidene)methyl)phenyl)-6,7-dihydro-5H-benzo[7]annulene-3-carboxylic acid FCC1=C(C=CC=C1)C=1CCCC2=C(C1C1=CC=C(C=C1)C=C1CN(C1)CCCF)C=CC(=C2)C(=O)O